FC1=C(OC2=C(C=C(C=C2)NS(=O)(=O)C)C2=CN(C(C(=C2)F)=O)C)C=CC(=C1)F N-[4-(2,4-difluorophenoxy)-3-(5-fluoro-1-methyl-6-oxopyridin-3-yl)phenyl]methanesulfonamide